CS(=O)(=O)C=1C=C(C=CC1)NC(=O)C1=CN=NC(=C1)C(F)(F)F N-(3-methylsulfonylphenyl)-6-(trifluoromethyl)pyridazine-4-carboxamide